(S)-1-(3-((6-(4-hydroxyphenyl)-1H-indazol-4-yl)sulfonyl)pyrrolidin-1-yl)prop-2-en-1-one OC1=CC=C(C=C1)C1=CC(=C2C=NNC2=C1)S(=O)(=O)[C@@H]1CN(CC1)C(C=C)=O